N-(3-cyano-4-methyl-6,7-dihydro-5H-cyclopenta[b]pyridin-2-yl)cyanamide C(#N)C=1C(=C2C(=NC1NC#N)CCC2)C